C1(=C(C=CC=C1)C1=CC=C2C(=N1)OC(=N2)S)C 5-(o-tolyl)oxazolo[5,4-b]pyridine-2-thiol